7-bromo-6-chloro-4-(1H-1,2,4-triazol-1-yl)quinolin-2-ol BrC1=C(C=C2C(=CC(=NC2=C1)O)N1N=CN=C1)Cl